C1(CCC1)N(C1=CC2=C(N=CN=C2N)C(=N1)C1=C(C(=CC=C1C)OC)C)C N6-cyclobutyl-8-(3-methoxy-2,6-dimethylphenyl)-N6-methylpyrido[3,4-d]pyrimidine-4,6-diamine